(1R,5S)-7,8-dioxabicyclo[3.2.1]octan-2-one [C@@H]12C(CC[C@@H](CO1)O2)=O